OC1=C(C(=O)OCC)C=CC(=C1)NC(CSC=1SC2=C(N1)C=CC(=C2)OC)=O Ethyl 2-hydroxy-4-(2-((6-methoxybenzo[d]thiazol-2-yl)thio)acetamido)benzoate